N-(2-carbamoyl-4-chloro-6-methyl-phenyl)-2-(3-chloro-2-pyridyl)-5-(cyanomethyl)pyrazole-3-carboxamide C(N)(=O)C1=C(C(=CC(=C1)Cl)C)NC(=O)C=1N(N=C(C1)CC#N)C1=NC=CC=C1Cl